COC=1C(=CC(=NC1)C(=O)N)\C=C\[C@@H]1CC[C@H](CC1)C(F)(F)F 5-methoxy-4-((E)-2-(trans-4-(trifluoromethyl)cyclohexyl)vinyl)picolinamide